2,2':6',2''-TERPYRIDINE-4'-BORONIC ACID N1=C(C=CC=C1)C1=NC(=CC(=C1)B(O)O)C1=NC=CC=C1